The molecule is the organophosphate oxoanion of overall charge -3 formed from lipid II [undecaprenyldiphospho-N-acetyl-(N-acetylglucosaminyl)muramoyl-L-alanyl-D-gamma-glutamyl-L-lysyl-D-alanyl-D-alanine] at pH 7.3. It is a conjugate base of a lipid II. C[C@@H](C(=O)N[C@H](CCC(=O)N[C@@H](CCCC[NH3+])C(=O)N[C@H](C)C(=O)N[C@H](C)C(=O)[O-])C(=O)[O-])NC(=O)[C@@H](C)O[C@@H]1[C@H]([C@H](O[C@@H]([C@H]1O[C@H]2[C@@H]([C@H]([C@@H]([C@H](O2)CO)O)O)NC(=O)C)CO)OP(=O)([O-])OP(=O)([O-])OC/C=C(/C)\\CC/C=C(/C)\\CC/C=C(/C)\\CC/C=C(/C)\\CC/C=C(/C)\\CC/C=C(/C)\\CC/C=C(/C)\\CC/C=C(/C)\\CC/C=C(\\C)/CC/C=C(\\C)/CCC=C(C)C)NC(=O)C